cyclohexylaminoethyl-sodium C1(CCCCC1)NCC[Na]